C(C)(C)(C)OC(=O)C1=C(C=NN1C)C1=NC=C(C=N1)B(O)O (2-(5-(tert-butoxycarbonyl)-1-methyl-1H-pyrazol-4-yl)pyrimidin-5-yl)boronic acid